C(C1=CC=CC=C1)OC(N(CC1CCN(CC1)C)C(CCCCCCCO)CCCCCCCO)=O.C(CCC)[Sn](C(=C)OCC)(CCCC)CCCC tributyl-(1-ethoxyvinyl)stannane benzyl-N-[8-hydroxy-1-(7-hydroxyheptyl)octyl]-N-[(1-methyl-4-piperidyl)methyl]carbamate